[Cl-].C(=O)(O)C[N+]1=CC=CC=C1 (carboxymethyl)pyridinium chloride